(carboxymethyl)dodecyl-dimethyl-ammonium chloride [Cl-].C(=O)(O)C[N+](C)(C)CCCCCCCCCCCC